5-chloro-2,4-difluorobenzaldehyde ClC=1C(=CC(=C(C=O)C1)F)F